FC1=CC=CC=2C(=N[C@@H](C(NC21)=O)NC(=O)C=2C(=NN1C2OCC(C1)CCC)C1=C(C=CC=C1)F)C1=CC=CC=C1 N-[(3S)-9-fluoro-2-oxo-5-phenyl-2,3-dihydro-1H-1,4-benzodiazepin-3-yl]-2-(2-fluorophenyl)-6-propyl-5H,6H,7H-pyrazolo[3,2-b][1,3]oxazine-3-carboxamide